CO[C@@H]1CC(OC2=NC=C(C=C21)C#CC2=CC=CC(=N2)N)(C)C |r| (rac)-6-((4-Methoxy-2,2-dimethyl-3,4-dihydro-2H-pyrano[2,3-b]pyridin-6-yl)ethynyl)pyridin-2-amine